CC1=CC=C(C=C1)S(=O)(=O)NC1(C=CC(C=C1)=O)C 4-methyl-N-(1-methyl-4-oxocyclohexa-2,5-dien-1-yl)benzenesulfonamide